(S)-2-(4-(5-chloro-2-(1H-tetrazol-1-yl)phenyl)-2,3-dioxopiperazin-1-yl)-N-(2-oxo-2,3-dihydro-1H-benzo[d]imidazol-5-yl)-3-phenylpropionamide ClC=1C=CC(=C(C1)N1C(C(N(CC1)[C@H](C(=O)NC1=CC2=C(NC(N2)=O)C=C1)CC1=CC=CC=C1)=O)=O)N1N=NN=C1